FC1=C(C(=CC=C1)C)N1CCC(CC1)N1C(N(C2=C(C1)N=NN2)CC2=C(C=CC=C2)C(F)(F)F)=O 6-[1-(2-Fluoro-6-methyl-phenyl)-piperidin-4-yl]-4-(2-trifluoromethyl-benzyl)-3,4,6,7-tetrahydro-[1,2,3]triazolo[4,5-d]pyrimidin-5-one